OC1C(C=CCCCC1)O 1,2-dihydroxy-3-cyclooctene